O[C@H]([C@H](N)C(=O)O)CCCN (3S)-3-hydroxylysine